NC=1C=CC(=C(C(=O)N[C@H](C)C2=CC(=CC(=C2)C=2SC=CC2)C=2SC=CC2)C1)C (R)-5-amino-N-(1-(3,5-di(thiophen-2-yl)phenyl)ethyl)-2-methylbenzamide